N(=[N+]=[N-])CCOCCOCCBr 1-azido-2-(2-(2-bromoethoxy)ethoxy)ethane